CS(=O)(=O)C1=CC=C(/C=C/[C@]2(CN(CC2)C(C)(C)C2=NC=CC=C2)[C@@H]2OCCC2)C=C1 |o1:24| 2-(2-((R)-3-((E)-4-(methylsulfonyl)styryl)-3-((R or S)-tetrahydrofuran-2-yl)pyrrolidin-1-yl)propan-2-yl)pyridine